C(C)(C)(C)OC(=O)NCCCCOC1=C(C=C(\C=C/2\C(C(=C(S2)NC2=CC=CC=C2)C(=O)OCC)=O)C=C1)O Ethyl (Z)-5-(4-(4-((tert-butoxycarbonyl)amino)butoxy)-3-hydroxybenzylidene)-4-oxo-2-(phenylamino)-4,5-dihydrothiophene-3-carboxylate